NC1=NC2=CC=C(C=C2C=N1)C=1C=C(C=CC1C)C1=C(C(=O)N)C=CC(=C1F)CN1CCN(CC1)C (3-(2-aminoquinazolin-6-yl)-4-methylphenyl)-3-fluoro-4-((4-methylpiperazin-1-yl)methyl)benzamide